FC1=CC=C2C=C(NC2=C1)C(=O)N1CCC(CC1)C=1C=C2CN(C(C2=CC1)=O)C1C(NC(CC1)=O)=O 3-(5-(1-(6-Fluoro-1H-indole-2-carbonyl)piperidin-4-yl)-1-oxoisoindolin-2-yl)piperidine-2,6-dione